CC1=C(C(OC1=O)=O)CCC(=O)Cl 3-(4-methyl-2,5-dioxo-2,5-dihydrofuran-3-yl)propionyl chloride